BrC1=CC=C(C=C1)C1=NOC(=C1)C(C(=O)OCC)C(C)C ethyl 2-(3-(4-bromophenyl) isoxazol-5-yl)-3-methylbutanoate